4-iodo-o-xylene CC1=C(C=C(C=C1)I)C